4-pentynyl-sulfonic acid 2-butynyl ester C(C#CC)OS(=O)(=O)CCCC#C